1-(3-allyl-hexyl-pyridine-2-yl)piperazine C(C=C)C(CCC=1C(=NC=CC1)N1CCNCC1)CCC